5-cyclopropyl-1-((2R,5R)-5-ethynyl-5-(hydroxymethyl)-2,5-dihydrofuran-2-yl)pyrimidine-2,4(1H,3H)-dione C1(CC1)C=1C(NC(N(C1)[C@@H]1O[C@@](C=C1)(CO)C#C)=O)=O